3-amino-4-(3-hydroxy-2,6-dimethyl-phenyl)-6-thiazol-2-yl-pyridine-2-carboxamide NC=1C(=NC(=CC1C1=C(C(=CC=C1C)O)C)C=1SC=CN1)C(=O)N